2-((4-(7-(((2S,5R)-5-(1-Oxa-6-azaspiro[3.3]heptane-6-sulfonamido)tetrahydro-2H-pyran-2-yl)methyl)-2,7-diazaspiro[3.5]nonan-2-yl)pyrimidin-5-yl)oxy)-5-fluoro-N,N-diisopropylbenzamide O1CCC12CN(C2)S(=O)(=O)N[C@@H]2CC[C@H](OC2)CN2CCC1(CN(C1)C1=NC=NC=C1OC1=C(C(=O)N(C(C)C)C(C)C)C=C(C=C1)F)CC2